CC1(OB(OC1(C)C)C1=C(C(=CC=C1)S(=O)(=O)C)C)C 4,4,5,5-tetramethyl-2-(2-methyl-3-(methylsulfonyl)phenyl)-1,3,2-dioxaborolane